[(1R)-3-[2-[[4-[5-[tert-butyl(dimethyl)silyl]oxy-1-tetrahydropyran-2-yl-indazol-3-yl]-1-methyl-imidazol-2-yl]methoxy] ethoxy]-1-methyl-propyl] methanesulfonate CS(=O)(=O)O[C@@H](CCOCCOCC=1N(C=C(N1)C1=NN(C2=CC=C(C=C12)O[Si](C)(C)C(C)(C)C)C1OCCCC1)C)C